CC1(C(CC1)C(C(NC1=CC=C2C(=C1)NC(C21CCOCC1)=O)=O)NC(=O)C=1N(N=CC1)C)C N-[1-(2,2-Dimethylcyclobutyl)-2-oxo-2-[(2-oxospiro[1H-indole-3,4'-oxane]-6-yl)amino]-ethyl]-2-methylpyrazole-3-carboxamide